1-β-D-Arabinofuranosyluracil [C@@H]1([C@@H](O)[C@H](O)[C@H](O1)CO)N1C(=O)NC(=O)C=C1